BrC1=CC(=NC=C1)NC(CCN1CC2NC(C1)C2)=O N-(4-bromopyridin-2-yl)-3-{3,6-diazabicyclo[3.1.1]heptan-3-yl}propionamide